cyano-N-(1-ethyl-2-oxo-1,2-dihydrobenzo[cd]indol-6-yl)benzenesulfonamide C(#N)C1=C(C=CC=C1)S(=O)(=O)NC=1C=2C3=C(C(N(C3=CC1)CC)=O)C=CC2